(3S,4R)-4-((7-morpholinopyrrolo[2,1-f][1,2,4]triazin-2-yl)amino)tetrahydro-2H-pyran-3-ol O1CCN(CC1)C1=CC=C2C=NC(=NN21)N[C@H]2[C@@H](COCC2)O